Triadecanoic acid C(CCCCCCCCCCCC)(=O)O